C(#N)C1=CNC2=C(C=CC(=C12)C)NS(=O)(=O)C=1C=NN(C1)C1CCC(CC1)(F)F N-(3-Cyano-4-methyl-1H-indol-7-yl)-1-(4,4-difluorocyclohexyl)pyrazol-4-sulfonamid